[3-(Imidazo[1,2-a]pyridin-7-yloxymethyl)-1-bicyclo[1.1.1]pentanyl]methanamine (3-Cyano-1-bicyclo[1.1.1]pentanyl)methyl-methanesulfonate C(#N)C12CC(C1)(C2)CCS(=O)(=O)O.N=2C=CN1C2C=C(C=C1)OCC12CC(C1)(C2)CN